C(C)OC(=O)C1=NC(=CC=C1Br)N(C)C=1N=NC(=NN1)Cl C3-bromo-6-[(6-chloro-1,2,4,5-tetrazin-3-yl)(methyl)amino]Pyridine-2-carboxylic acid ethyl ester